C(C)C=1C(NC2=CC(=CN=C2C1)CN1CCC(=CC1)C=1C=NC(=CC1)C1=NN=C(N1)C(F)(F)F)=O 3-ethyl-7-((6-(5-(trifluoromethyl)-4H-1,2,4-triazol-3-yl)-3',6'-dihydro-[3,4'-bipyridin]-1'(2'H)-yl)methyl)-1,5-naphthyridin-2(1H)-one